C(#N)N1CC(CC1)NS(=O)(=O)C1=CC=C(C=C1)C1=CC=NC=C1 N-(1-cyanopyrrolidin-3-yl)-4-(pyridin-4-yl)benzenesulfonamide